Butyl(5-(3-aminophenyl)thiazol-2-yl)(tert-butoxycarbonyl)carbamate C(CCC)OC(N(C(=O)OC(C)(C)C)C=1SC(=CN1)C1=CC(=CC=C1)N)=O